C1(=CC=CC=C1)N1SC2=C(CC1=O)C=CC=C2 2-phenyl-2H-1,2-benzothiazin-3(4H)-one